FC1=CC(=C(C(=C1)C)NS(=O)(=O)C=1C=C(C=CC1)CCCCCCC(=O)O)C 7-(3-(N-(4-fluoro-2,6-dimethylphenyl)sulfamoyl)phenyl)heptanoic acid